NC=1N=CC(=C2C1SC(=C2)C(=O)N)C2=CC=C(C=C2)C=2C=NN(C2)CC(C(=O)O)N(C)C 7-amino-4-(4-(1-(2-(dimethylamino)-2-carboxyethyl)-1H-pyrazol-4-yl)phenyl)thieno[2,3-c]pyridine-2-carboxamide